C(C)(C)N1N=CC(=C1C1=NN2C(NC(CC2)=O)=N1)C 2-(1-isopropyl-4-methyl-1H-pyrazol-5-yl)-6,7-dihydro-[1,2,4]triazolo[1,5-a]pyrimidin-5(4H)-one